3-(3-(4-Methylpiperazine-1-carbonyl)pyrazolo[1,5-a]pyridin-5-yl)-1H-pyrrolo[2,3-b]pyridine-5-carbonitrile CN1CCN(CC1)C(=O)C=1C=NN2C1C=C(C=C2)C2=CNC1=NC=C(C=C12)C#N